methyl 4-chloro-5-cyano-2-((4-fluoro-2-methyl-phenyl)amino)-benzoate ClC1=CC(=C(C(=O)OC)C=C1C#N)NC1=C(C=C(C=C1)F)C